6-acetyl-8-cyclopentyl-2-((6-(((1s,4s)-4-(hydroxymethyl)cyclohexyl)methyl)-5,6,7,8-tetrahydro-1,6-naphthyridin-2-yl)amino)-5-methylpyrido[2,3-d]pyrimidin-7(8H)-one C(C)(=O)C1=C(C2=C(N=C(N=C2)NC2=NC=3CCN(CC3C=C2)CC2CCC(CC2)CO)N(C1=O)C1CCCC1)C